C(C)N1N(C2=CC(=CC=C2C1=O)NC1=NC=C(C(=N1)N[C@H](CO)C1=CC=CC=C1)C=1OC(=NN1)C(C)(C)O)C(C)C (S)-2-ethyl-6-((4-((2-hydroxy-1-phenylethyl)amino)-5-(5-(2-hydroxypropan-2-yl)-1,3,4-oxadiazol-2-yl)pyrimidin-2-yl)amino)-1-isopropyl-1,2-dihydro-3H-indazol-3-one